tert-butyl 6-(8-morpholino-[1,2,4]triazolo[1,5-a]pyridin-6-yl)-2,6-diazaspiro[3.4]octane-2-carboxylate O1CCN(CC1)C=1C=2N(C=C(C1)N1CC3(CN(C3)C(=O)OC(C)(C)C)CC1)N=CN2